CS(=O)(=O)N1N=NC(=C1)C1=CSC=C1 1-(methylsulfonyl)-4-(thiophen-3-yl)-1H-1,2,3-triazole